2-((1R,6R)-6-aminocyclohex-3-en-1-yl-2,2,3,4,5,5-d6)-5-chloro-N-(furan-2-ylmethyl)-3-methylthieno[3,2-b]pyridin-7-amine N[C@@H]1C(C(=C(C([C@H]1C1=C(C2=NC(=CC(=C2S1)NCC=1OC=CC1)Cl)C)([2H])[2H])[2H])[2H])([2H])[2H]